Dibenzyl (2R,4S)-4-hydroxypyrrolidine-1,2-dicarboxylate O[C@H]1C[C@@H](N(C1)C(=O)OCC1=CC=CC=C1)C(=O)OCC1=CC=CC=C1